ClC1=CC2=C(N(C(N=C2N2[C@H](CN(CC2)C(C=C)=O)C)=O)C2=C(C=CC=C2)Cl)N=C1C1=C(C=CC=C1O)F 6-chloro-1-(2-chlorophenyl)-7-(2-fluoro-6-hydroxyphenyl)-4-((2S)-2-methyl-4-(2-propenoyl)-1-piperazinyl)pyrido[2,3-d]pyrimidin-2(1H)-one